[2-(3-bromo-phenylamino)-5-methyl-pyrimidin-4-ylamino]-3H-benzooxazol-2-one BrC=1C=C(C=CC1)NC1=NC=C(C(=N1)NN1C(OC2=C1C=CC=C2)=O)C